tert-butyl (R)-4-(4-(1-(3-(difluoromethyl)-2-fluorophenyl) ethylamino) cinnolin-6-yl)-5,6-dihydropyridine-1(2H)-carboxylate FC(C=1C(=C(C=CC1)[C@@H](C)NC1=CN=NC2=CC=C(C=C12)C1=CCN(CC1)C(=O)OC(C)(C)C)F)F